(R)-8-cyclopentyl-7-ethyl-2-{{1-{2-[4-(2-hydroxyethyl)piperazin-1-yl]acetyl}-7-methoxy-1,2,3,4-tetrahydroquinolin-6-yl}amino}-5-methyl-7,8-dihydropterin C1(CCCC1)N1C(CN(C=2C(N[C@](NC12)(N)NC=1C=C2CCCN(C2=CC1OC)C(CN1CCN(CC1)CCO)=O)=O)C)CC